CN1C(CN(CC1)C(=O)NCCCCC1=CC=CC=C1)C1=CC2=C(N(C(O2)=O)C)C=C1 4-methyl-3-(3-methyl-2-oxo-1,3-benzoxazol-6-yl)-N-(4-phenylbutyl)piperazine-1-carboxamide